CC([C@H]1CC[C@H]2[C@@H]3CCC4CC(CC[C@]4(C)[C@H]3CC[C@]12C)=O)=O 3,20-pregnanedione